FC(C=1C(=NC=CC1)C=O)(F)F 3-(trifluoromethyl)pyridinecarboxaldehyde